C([C@@H]1[C@H]([C@@H]([C@@H]([C@H](O1)O)O)O)O)OP(=O)(O)O The molecule is the alpha-anomer of D-mannose 6-phosphate. It has a role as an epitope. It derives from a beta-D-mannose. It is a conjugate acid of an alpha-D-mannose 6-phosphate(2-).